O=C(CCOCCOCCOCCOCCOCCOCCOCCOC)ON1C(CCC1=O)=O 1-[(26-oxo-2,5,8,11,14,17,20,23-octaoxahexacosan-26-yl)oxy]pyrrolidine-2,5-dione